NC1=NC=C(C=C1O[C@H](C)C=1C=C(C=CC1)NC(C1=CC(=CC=C1)S(=O)(=O)N1CCCC1)=O)Cl (R)-N-(3-(1-((2-amino-5-chloropyridin-3-yl)oxy)ethyl)phenyl)-3-(pyrrolidin-1-ylsulfonyl)benzamide